5-{(7R,8R)-1-fluoro-3,8-dihydroxy-7-[(3-methylbutyl)amino]-5,6,7,8-tetrahydronaphthalen-2-yl}-1λ6,2,5-thiadiazolidine-1,1,3-trione FC1=C(C(=CC=2CC[C@H]([C@@H](C12)O)NCCC(C)C)O)N1CC(NS1(=O)=O)=O